C(=O)C1=CC(=C(C=C1)OC(C(C)C)=O)OC 2-methylpropanoic acid (4-formyl-2-methoxyphenyl) ester